BrC1=C(C(=CC(=C1)C(C(F)(F)F)(C(F)(F)F)F)C(F)(F)F)NC(C1=C(C(=CC=C1)N(C(C1=CC=CC=C1)=O)C(C)C1CC1)F)=O N-[2-bromo-4-(1,1,1,2,3,3,3-heptafluoropropan-2-yl)-6-(trifluoromethyl)phenyl]-3-[N-(1-cyclopropyl-ethyl)benzamido]-2-fluorobenzamide